4-(2,3-dichlorophenyl)piperazin ClC1=C(C=CC=C1Cl)N1CCNCC1